NC1=C(C=NN1CC)S(=O)(=O)NC=1C=CC(=C2C(=CNC12)C#N)F 5-amino-N-(3-cyano-4-fluoro-1H-indol-7-yl)-1-ethyl-pyrazole-4-sulfonamide